C1(CCC1)CNC(=O)C1=NC=CC2=C1NC1=CC(=CC=C21)F N-(Cyclobutylmethyl)-7-fluoro-9H-pyrido[3,4-b]indole-1-carboxamide